3-(4-chlorophenyl)-5-methoxy-indole ClC1=CC=C(C=C1)C1=CNC2=CC=C(C=C12)OC